NC=1SC2=C(N1)C(=CC1=C2OCCO1)C(=O)C1(CCC1)C(F)(F)F (2-amino-7,8-dihydro-[1,4]dioxino[2',3':3,4]benzo[1,2-d]thiazol-4-yl)(1-(trifluoromethyl)cyclobutyl)methanone